FC=1C(=C(C=CC1F)[C@H]1[C@@H](O[C@]([C@H]1C)(C(F)(F)F)C)C(=O)NC1=CC(=NC=C1)N1C(NCCC1)=O)OC (2R,3S,4S,5R)-3-(3,4-Difluoro-2-methoxyphenyl)-4,5-dimethyl-N-(2-(2-oxotetrahydropyrimidin-1(2H)-yl)pyridin-4-yl)-5-(trifluoromethyl)tetrahydrofuran-2-carboxamide